C(C)OC1=CC=C(C=C1)C=1SC=C(N1)C(=O)OC1CCC2=CC=CC=C12 2,3-Dihydro-1H-Inden-1-yl 2-(4-ethoxyphenyl)thiazole-4-carboxylate